C[S+](C)CCO The molecule is a sulfonium compound that is mercaptoethanol bearing two S-methyl substituents. It is a sulfonium compound, an organic cation and a primary alcohol. It derives from a mercaptoethanol.